11-[2-[[7-(5-methyl-1,2,4-oxadiazol-3-yl)-1-isoquinolyl]amino]ethyl]-6-(2,2,2-trifluoroethoxy)-1,5,11-triazatricyclo[7.4.0.02,7]trideca-2,4,6,8-tetraen-10-one CC1=NC(=NO1)C1=CC=C2C=CN=C(C2=C1)NCCN1C(C2=CC3=C(N=CC=C3N2CC1)OCC(F)(F)F)=O